tert-butyl (2-((S)-1-((1r,3S)-3-((tert-butoxycarbonyl)amino)cyclobutyl)ethoxy)pyridin-4-yl)(1-(tert-butyl)-3-((1S,3R)-3-hydroxycyclopentyl)-1H-pyrazol-5-yl)carbamate C(C)(C)(C)OC(=O)NC1CC(C1)[C@H](C)OC1=NC=CC(=C1)N(C(OC(C)(C)C)=O)C1=CC(=NN1C(C)(C)C)[C@@H]1C[C@@H](CC1)O